p-methoxystyrenesulfonyl fluoride COC1=CC=C(C=CS(=O)(=O)F)C=C1